FC(OC1=CC=C(C=C1)C1=CC=C(C=C1)CC(CC1=CC=C(C=C1)C1=CC=C(C=C1)OC(F)(F)F)OC=1N=NNC1C(=O)O)(F)F 4-((1,3-bis(4'-(trifluoromethoxy)-[1,1'-biphenyl]-4-yl)propan-2-yl)oxy)-1H-1,2,3-triazole-5-carboxylic acid